ClC=1C=C(C=NC1)NC(=O)C1=C(N(C(=C1C)C(C(=O)NC1CCC(CC1)O)=O)C)C N-(5-chloropyridin-3-yl)-5-(2-(((1s,4s)-4-hydroxycyclohexyl)amino)-2-oxoacetyl)-1,2,4-trimethyl-1H-pyrrole-3-carboxamide